(S)-1-(5-(2-(aminooxy)-3-(tert-butoxy)-3-oxopropoxy)pyridin-2-yl)-3-(3-((tert-butoxycarbonyl)amino)propyl)-1H-imidazol-3-ium NO[C@@H](COC=1C=CC(=NC1)N1C=[N+](C=C1)CCCNC(=O)OC(C)(C)C)C(=O)OC(C)(C)C